C1(=CC(=CC=C1)C#N)C1=CC=CC=C1 biphenyl-3-carbonitrile